CC1=C(C=C(C(=C1CCCCC)[C@H]1[C@@H](CCC(=C1)C)C(=C)C)O)O (1'R,2'R)-5,5'-dimethyl-6-pentyl-2'-(prop-1-en-2-yl)-1',2',3',4'-tetrahydro-[1,1'-biphenyl]-2,4-diol